C(C)(C)(C)OC(=O)N1CC2=CC(=NC=C2CC1)NC=1C=NC=2CCN(CC2C1)C.C(C)O[Si](CCCN1CCN(CC1)CCC[Si](OCC)(OCC)OCC)(OCC)OCC 1,4-bis[3-(triethoxysilyl)propyl]piperazine tert-butyl-7-[(6-methyl-5,6,7,8-tetrahydro-1,6-naphthyridin-3-yl)amino]-1,2,3,4-tetrahydro-2,6-naphthyridine-2-carboxylate